NCC=1C=C(C=CC1)C1=CC=C(C=C1)OC1=CC=C(C=N1)N 6-((3'-(aminomethyl)-[1,1'-biphenyl]-4-yl)oxy)pyridin-3-amine